C(C)(C)(C)OC(=O)N1CC(C1)C1=NN(C2=NC=CC(=C21)I)C2=CC=C(C=C2)OC(F)(F)F 3-[4-iodo-1-[4-(trifluoromethoxy)phenyl]pyrazolo[3,4-b]pyridin-3-yl]azetidine-1-carboxylic acid tert-butyl ester